(S,E)-tert-butyl (3-((2-oxo-2-(4-(5-(trifluoromethyl)pyrimidin-2-yl)piperazin-1-yl)ethoxy)imino)butan-2-yl)carbamate O=C(CO\N=C(\[C@H](C)NC(OC(C)(C)C)=O)/C)N1CCN(CC1)C1=NC=C(C=N1)C(F)(F)F